Tert-butyl N-[4-({[1-(8-{2-[ethyl(isopropyl)carbamoyl]-4-fluorophenyl}-3-methylimidazo[1,5-a]pyridin-6-yl)piperidin-4-yl]amino}methyl)-4-fluorocyclohexyl]carbamate C(C)N(C(=O)C1=C(C=CC(=C1)F)C=1C=2N(C=C(C1)N1CCC(CC1)NCC1(CCC(CC1)NC(OC(C)(C)C)=O)F)C(=NC2)C)C(C)C